1-Methylcyclopentylmethacrylat CC1(CCCC1)OC(C(=C)C)=O